(Z)-3-fluoro-4-(quinoline-8-sulfonyl)but-2-en-1-amine dihydrochloride Cl.Cl.F\C(=C/CN)\CS(=O)(=O)C=1C=CC=C2C=CC=NC12